C12(CC(C1)C2)C(=O)N2[C@H]([C@H](C(C2)(F)F)NS(=O)(=O)CC)CC=2C(=C(C=CC2)C2=C(C=CC(=C2)F)F)F N-{(2S,3R)-1-(bicyclo[1.1.1]pentane-1-carbonyl)-4,4-difluoro-2-[(2,2',5'-trifluoro-[1,1'-biphenyl]-3-yl)methyl]pyrrolidin-3-yl}ethanesulfonamide